COC(=O)C=1C(C=CN2C1COCC2)=O 8-oxo-1,3,4,8-tetrahydropyrido[2,1-c][1,4]oxazine-9-carboxylic acid methyl ester